FC=1C=C(CN2C(=NC3=NC=C(C=C32)N3N=CC2=NC=CC(=C23)OC)C)C=CC1 1-(1-(3-fluorobenzyl)-2-methyl-1H-imidazo[4,5-b]pyridin-6-yl)-7-methoxy-1H-pyrazolo[4,3-b]pyridine